(1,3-Dioxapent-2-yl)-1-naphthalonitrile OC(OCC)C1=C(C2=CC=CC=C2C=C1)C#N